2-amino-1-(3-((4-fluorophenyl)amino)-8,8-dimethyl-2-(3,4,5-trifluorophenyl)-5,6-dihydroimidazo[1,2-a]pyrazin-7(8H)-yl)ethan-1-one NCC(=O)N1C(C=2N(CC1)C(=C(N2)C2=CC(=C(C(=C2)F)F)F)NC2=CC=C(C=C2)F)(C)C